BrC1=CC(=C(C=C1)N1C=NNC1=O)C 4-(4-bromo-2-methylphenyl)-1H-1,2,4-triazol-5-one